2-(4-hydroxyphenoxy)-propionic acid OC1=CC=C(OC(C(=O)O)C)C=C1